CC1(COC1)C1=CC=C(OCCCC(=O)O)C=C1 4-(4-(3-Methyloxetan-3-yl)phenoxy)butanoic acid